C(#N)C1=CC=C(C=N1)C1(CCN(CC1)C(=O)OC(C)(C)C)O tert-Butyl 4-(6-cyanopyridin-3-yl)-4-hydroxypiperidine-1-carboxylate